tert-Butyl (2S,3S)-3-((1-fluoro-2-methylpropan-2-yl)amino)-2-methylpyrrolidine-1-carboxylate FCC(C)(C)N[C@@H]1[C@@H](N(CC1)C(=O)OC(C)(C)C)C